N-[(1S)-1-[[(2-chloroacetyl)-(1H-pyrazol-3-ylmethyl)amino]carbamoyl]-3-methyl-butyl]carbamic acid benzyl ester C(C1=CC=CC=C1)OC(N[C@@H](CC(C)C)C(NN(CC1=NNC=C1)C(CCl)=O)=O)=O